6-bromo-4-(8-(3,4-dichlorophenyl)-3,8-diazabicyclo[3.2.1]octane-3-carbonyl)quinoline BrC=1C=C2C(=CC=NC2=CC1)C(=O)N1CC2CCC(C1)N2C2=CC(=C(C=C2)Cl)Cl